ClC1=C(C=C(C=C1)NC(=O)C1=CC=2C(=NC=C(C2)C2=NC=CC=C2)S1)S(N(CC)CC)(=O)=O N-[4-chloro-3-(N,N-diethylsulfamoyl)phenyl]-5-(pyridin-2-yl)-thieno[2,3-b]pyridine-2-carboxamide